Tert-butyl (3S)-3-(5-acetamido-3-pyridyl)isoxazolidine-2-carboxylate Tert-butyl-(3S)-3-(5-bromo-3-pyridyl)isoxazolidine-2-carboxylate C(C)(C)(C)OC(=O)N1OCC[C@H]1C=1C=NC=C(C1)Br.C(C)(=O)NC=1C=C(C=NC1)[C@H]1N(OCC1)C(=O)OC(C)(C)C